2-[(6S)-3,8,10-trifluoro-5H,6H,11H-benzo[a]carbazol-6-yl]ethanol FC1=CC2=C(C=3NC4=C(C=C(C=C4C3[C@@H](C2)CCO)F)F)C=C1